C1(CCCC1)C1=C(C(=O)OC)C=CC(=C1)N1C=CC=2C1=NC(=CN2)C2=CC=CC=C2 methyl 2-cyclopentyl-4-(3-phenylpyrrolo[2,3-b]pyrazin-5-yl)benzoate